8-chloro-4-((3-chloro-4-fluorophenyl)amino)-6-((pyridin-2-yl-(pyridin-3-yl)methyl)amino)quinoline-3-carbonitrile ClC=1C=C(C=C2C(=C(C=NC12)C#N)NC1=CC(=C(C=C1)F)Cl)NC(C=1C=NC=CC1)C1=NC=CC=C1